The molecule is a pyridoxate that is the conjugate base of 5-pyridoxic acid, obtained by deprotonation of the carboxy group. It derives from a nicotinate. It is a conjugate base of a 5-pyridoxic acid. CC1=NC=C(C(=C1[O-])CO)C(=O)O